BrC12CC3(CC(CC(C1)(C3)C)(C2)CO)C 5-bromo-3,7-dimethyltricyclo[3.3.1.13,7]dec-1-ylmethanol